methylenebis(trimethoxysilane) C([Si](OC)(OC)OC)[Si](OC)(OC)OC